19-(oxan-2-yl)-4-(1,2,3,6-tetrahydropyridin-4-yl)-8,14-dioxa-10,19,20-triazatetracyclo[13.5.2.12,6.018,21]tricosa-1(20),2,4,6(23),15,17,21-heptaen-9-one O1C(CCCC1)N1C2=CC=C3OCCCNC(OCC=4C=C(C=C(C(=N1)C2=C3)C4)C=4CCNCC4)=O